COCC(=O)N1CCN(CC1)C1=NC(=NC(=C1)N1CCCC1)NC1=CC2=C(C=N1)C=NN2C(C)C 2-methoxy-1-{4-[2-{[1-(propan-2-yl)-1H-pyrazolo[4,3-c]pyridin-6-yl]amino}-6-(pyrrolidin-1-yl)pyrimidin-4-yl]piperazin-1-yl}ethanone